Br[C@@]1(C[C@H](O)[C@@H](CO)O1)N1C(=O)NC(=O)C=C1 bromo-deoxyuridine